distearyl-β,β'-thio-di-propionate C(CCCCCCCCCCCCCCCCC)OC(CCSCCC(=O)OCCCCCCCCCCCCCCCCCC)=O